(1R,5S)-tert-butyl 3-(7-chloro-8-fluoro-2-((hexahydro-1H-pyrrolizin-7a-yl)methoxy)pyrido[4,3-d]pyrimidin-4-yl)-3,8-diazabicyclo[3.2.1]octane-8-carboxylate ClC1=C(C=2N=C(N=C(C2C=N1)N1C[C@H]2CC[C@@H](C1)N2C(=O)OC(C)(C)C)OCC21CCCN1CCC2)F